N-(ethylaminothiocarbonyl)-2-(m-tolyl)-2-(4-(trifluoromethyl)pyridin-2-yl)acetamide C(C)NC(=S)NC(C(C1=NC=CC(=C1)C(F)(F)F)C=1C=C(C=CC1)C)=O